ClC=1C(N(C(=CC1OC([2H])([2H])C1=NC=C(C=C1F)F)C)C1=C(C(=NC=C1C)C(\C=C\N(C)C)=O)F)=O (E)-3-chloro-4-((3,5-difluoropyridin-2-yl)methoxy-d2)-2'-(3-(dimethylamino)acryloyl)-3'-fluoro-5',6-dimethyl-2H-[1,4'-bipyridin]-2-one